4-(2-(((R and S)-(3-fluorophenyl)((R)-7-(1-methyl-1H-pyrazol-4-yl)-2,3-dihydro-1H-pyrido[2,3-b][1,4]oxazin-3-yl)methyl)amino)ethyl)benzonitrile FC=1C=C(C=CC1)[C@H]([C@H]1CNC2=C(O1)N=CC(=C2)C=2C=NN(C2)C)NCCC2=CC=C(C#N)C=C2 |&1:7|